C1(CC1)OC1=NC=CC=C1C=1C=NN2C1N=C(C=C2)N2CCN(CC2)C(=O)O[C@]2(CNCC2)C (R)-3-methylpyrrolidin-3-yl 4-(3-(2-cyclopropoxypyridin-3-yl)pyrazolo[1,5-a]pyrimidin-5-yl)piperazine-1-carboxylate